O(C1=CC=CC=C1)C1=CC=C(C=C1)C1=NN(C2=NC=NC(=C21)N)C2CCN(CC2)C2CCNCC2 3-(4-phenoxyphenyl)-1-[1-(4-piperidyl)-4-piperidyl]pyrazolo[3,4-d]pyrimidin-4-amine